N-[(2S,3R)-4,4-difluoro-2-[(3'-fluoro[1,1'-biphenyl]-3-yl)methyl]-1-(2-hydroxy-2-methylpropanoyl)pyrrolidin-3-yl]ethanesulfonamide FC1([C@@H]([C@@H](N(C1)C(C(C)(C)O)=O)CC=1C=C(C=CC1)C1=CC(=CC=C1)F)NS(=O)(=O)CC)F